C(C)OCC=1C=CC=C(C1C1=CC=CC=C1)S(=O)(=O)NCOC 6-(ethoxymethyl)-N-(methoxymethyl)-[1,1'-biphenyl]-2-sulfonamide